3-bromo-6-chloro-1H-pyrazolo[3,4-d]Pyrimidin-4-amine BrC1=NNC2=NC(=NC(=C21)N)Cl